CS(=O)(=O)OC1CN(CCC1)C1COCC1.[Na] sodium (1-(tetrahydrofuran-3-yl) piperidin-3-yl) methanesulfonate